6-(indolin-1-ylmethyl)-3-phenyl-[1,2,4]triazolo[3,4-b][1,3,4]thiadiazole N1(CCC2=CC=CC=C12)CC1=NN2C(S1)=NN=C2C2=CC=CC=C2